C(C)(C)(C)OC(CCCCBr)=O tert-butyl-5-bromopentanoate